CN1N=C(C2=CC=C(C=C12)N1CCN(CC1)[C@H](C)C1CCNCC1)C1C(NC(CC1)=O)=O 3-(1-methyl-6-(4-((R)-1-(piperidin-4-yl)ethyl)piperazin-1-yl)-1H-indazol-3-yl)piperidine-2,6-dione